BrC=1C(=NN(N1)C)C(C1=NN2C(CN(CC2)C(=O)OC(C)(C)C)=C1)O tert-butyl 2-((5-bromo-2-methyl-2H-1,2,3-triazol-4-yl) (hydroxy) methyl)-6,7-dihydropyrazolo[1,5-a]pyrazine-5(4H)-carboxylate